1-(triethoxysilylmethyl)-1H-azepine C(C)O[Si](OCC)(OCC)CN1C=CC=CC=C1